FC(C(=O)O)(F)F.ClC1=C(C=CC(=C1NC=1C(=C2C(N(C=NC2=CC1)C)=O)F)F)NS(=O)(=O)N1CC2CC2C1 N-(2-chloro-4-fluoro-3-((5-fluoro-3-methyl-4-oxo-3,4-dihydroquinazolin-6-yl)amino)phenyl)-3-azabicyclo[3.1.0]Hexane-3-sulfonamide trifluoroacetate